C1(CCC1)CN1C=CC=2C1=NC=C(C2)C(=O)O 1-(cyclobutylmethyl)-1H-pyrrolo[2,3-b]pyridine-5-carboxylic acid